BrC=1C(=CC(=C(C1)B(O)O)N1N=CC=C1)OCC(C)O[Si](C)(C)C(C)(C)C [5-bromo-4-[2-[tert-butyl(dimethyl)silyl]oxypropoxy]-2-pyrazol-1-yl-phenyl]boronic acid